Methyl 2-(2-(difluoromethyl)-5-(methoxy-d3)pyridin-4-yl)-4-(methyl-d3)benzoate FC(C1=NC=C(C(=C1)C1=C(C(=O)OC)C=CC(=C1)C([2H])([2H])[2H])OC([2H])([2H])[2H])F